O1CCC(CC1)C1=NNC(=C1)N 3-(tetrahydro-2H-pyran-4-yl)-1H-pyrazol-5-amine